C(C)(C)(C)OC(=O)N1C2C(CCC1CC2)NCC2=CC=CC=C2.CN(C(C2=CC=C(C=C2)C=2C=C1C(=CNC1=CC2)NC(=O)NC2=CC=C(C=C2)C(F)(F)F)=O)C N,N-dimethyl-4-(3-(3-(4-(trifluoromethyl)phenyl)ureido)-1H-indol-5-yl)benzamide tert-butyl-2-(benzylamino)-8-azabicyclo[3.2.1]octane-8-carboxylate